5-bromo-4-(trifluoromethyl)-N-(1-(trifluoromethyl)cyclobutyl)pyridin-2-amine BrC=1C(=CC(=NC1)NC1(CCC1)C(F)(F)F)C(F)(F)F